trans-4-amino-1-[6-(3-cyano-2-hydroxyphenyl)-3-(3,5-difluorophenyl)quinolin-4-yl]piperidine-3-carboxylic acid N[C@H]1[C@@H](CN(CC1)C1=C(C=NC2=CC=C(C=C12)C1=C(C(=CC=C1)C#N)O)C1=CC(=CC(=C1)F)F)C(=O)O